2,2-difluoro-2-[5-methyl-2-(trifluoromethyl)-1,3-thiazol-4-yl]acetic acid FC(C(=O)O)(C=1N=C(SC1C)C(F)(F)F)F